CC(CC(=C)C1=CC=C(C=C1)N)(C)C1=CC=C(C=C1)N 4-methyl-2,4-bis(4-aminophenyl)-1-pentene